[S-]CC.[K+] potassium thioethoxide